di-tert-butyl-(R)-5-(2-(((4-nitrophenyl)sulfonyl)oxy)-3-phenylpropionamido)-1H-indole-1,2-dicarboxylic acid C(C)(C)(C)C1=C2C(=C(N(C2=CC=C1NC([C@@H](CC1=CC=CC=C1)OS(=O)(=O)C1=CC=C(C=C1)[N+](=O)[O-])=O)C(=O)O)C(=O)O)C(C)(C)C